(2r,6s)-4-(5-(6-ethoxy-2-methyl-2H-indazole-5-carboxamido)pyrazin-2-yl)-2,6-dimethylpiperazine-1-carboxylic acid tert-butyl ester C(C)(C)(C)OC(=O)N1[C@@H](CN(C[C@@H]1C)C1=NC=C(N=C1)NC(=O)C1=CC2=CN(N=C2C=C1OCC)C)C